CNC1=NC(=NC(=N1)N)N Methyl-melamine